racemic-tert-butyl ((1S)-1-(4-(1-(difluoromethyl)-4-(2-methylbut-3-enamido)-1H-pyrazol-5-yl)pyridin-2-yl)but-3-en-1-yl)carbamate FC(N1N=CC(=C1C1=CC(=NC=C1)[C@H](CC=C)NC(OC(C)(C)C)=O)NC([C@@H](C=C)C)=O)F |&1:27|